methyl-4-(((3-(3-(trifluoromethoxy)phenyl)imidazo[1,2-b]pyridazin-6-yl)amino)methyl)piperidin-4-ol CN1CCC(CC1)(O)CNC=1C=CC=2N(N1)C(=CN2)C2=CC(=CC=C2)OC(F)(F)F